C(C)(=O)OP(=O)(OCCCOC(C=C)=O)O acryloxypropylphosphono acetate